C(#N)C=1C(=NN(C1)C(C)C)S(=O)(=O)NC(NC1=C2CCCC2=CC=C1[C@H](C)C1CC1)=O (R)-4-cyano-N-((5-(1-cyclopropylethyl)-2,3-dihydro-1H-inden-4-yl)carbamoyl)-1-isopropyl-1H-pyrazole-3-sulfonamide